CN(C(=O)NC1=CC(=C(C=C1)Cl)Cl)C 1,1-dimethyl-3-(3,4-dichlorophenyl)urea